N[C@@H]1C2=CC=CC=C2CC12CCN(CC2)C=2N=CC(=NC2CO)C#CCC=2C=C(C(=O)N)C=CC2 (S)-3-(3-(5-(1-amino-1,3-dihydrospiro[indene-2,4'-piperidin]-1'-yl)-6-(hydroxymethyl)pyrazin-2-yl)prop-2-yn-1-yl)benzamide